ClC1=C(C=C(C=C1)C1=CC(=NC=C1)N1[C@H](CNCC1)C)C[C@@H](C(=O)NC1=CC=C(C=C1)C=1N(C=NC1)C)NC(=O)C=1N(N=CC1)C N-[(1S)-1-[[2-chloro-5-[2-[(2S)-2-methylpiperazin-1-yl]-4-pyridyl]phenyl]methyl]-2-[4-(3-methylimidazol-4-yl)anilino]-2-oxo-ethyl]-2-methyl-pyrazole-3-carboxamide